N-((3R,4S)-3-hydroxytetrahydro-2H-pyran-4-yl)-7-(4-(1-methyl-1H-pyrazol-4-yl)benzyl)-2,3-dihydrofuro[3,2-b]pyridine-5-carboxamide O[C@H]1COCC[C@@H]1NC(=O)C1=CC(=C2C(=N1)CCO2)CC2=CC=C(C=C2)C=2C=NN(C2)C